di(3-carboxypropyl) disulfide C(=O)(O)CCCSSCCCC(=O)O